C(C)(C)(C)OC(=O)N1[C@H](CCC1)\C=C\C1=C(C(=CC=C1)F)F.C(=O)=C1CC=C(C=C1)CCC/C=C/C (E)-6-(4-carbonyl-phenyl)hex-2-ene tert-butyl-(R,E)-2-(2,3-difluorostyryl)pyrrolidine-1-carboxylate